2,3-dihydroxy-5-methylbenzoic acid OC1=C(C(=O)O)C=C(C=C1O)C